t-butyl (1S,9S,10S)-4-hydroxy-17-azatetracyclo[7.5.3.01,10.02,7]heptadeca-2,4,6-triene-17-carboxylate OC=1C=C2[C@@]34[C@@H]([C@H](CC2=CC1)N(CC4)C(=O)OC(C)(C)C)CCCC3